F[C@@H]1[C@]2(CC[C@@](C[C@@H]1OC1=CC=C(N=N1)C1=C(C=C3C=CN(C(C3=C1)=O)C)O)(N2)C)C 7-(6-(((1R,2R,3S,5S)-2-fluoro-1,5-dimethyl-8-azabicyclo[3.2.1]octan-3-yl)oxy)pyridazin-3-yl)-6-hydroxy-2-methylisoquinolin-1(2H)-one